N=1N(N=C2C1C=CC=C2)C2=C(C(=CC(=C2)CCCCCCC)CCCCCCCCC)O 2-(2H-benzotriazol-2-yl)-6-nonyl-4-heptylphenol